C(C)(C)C12CC(C(CC1)(O2)C)OCC2=C(C=CC=C2)C 4-isopropyl-1-methyl-2-[(2-methylbenzyl)oxy]-7-oxabicyclo-[2.2.1]heptane